(4-((2-(3-(aminomethyl)-3-methylazetidin-1-yl)-5-fluoropyridin-4-yl)oxy)-3-fluorophenyl)-4-(2,6-difluorobenzyl)-2,4-dihydro-3H-1,2,4-triazol-3-one NCC1(CN(C1)C1=NC=C(C(=C1)OC1=C(C=C(C=C1)N1N=CN(C1=O)CC1=C(C=CC=C1F)F)F)F)C